CSCC[C@@H](C(=O)OC)NCC#C (S)-Methyl 4-(methylthio)-2-(prop-2-yn-1-ylamino)butanoate